di(2,5,8,11-tetraoxatridecan-13-yl) (((2-(3,7-dimethylocta-2,6-dien-1-yl)-5-pentyl-1,3-phenylene)bis(oxy))bis(methylene))bis(methylcarbamate) CC(=CCC1=C(C=C(C=C1OCN(C(OCCOCCOCCOCCOC)=O)C)CCCCC)OCN(C(OCCOCCOCCOCCOC)=O)C)CCC=C(C)C